NC1CCN(CC1)C1=NC=C(C(=N1)C1=CC=C(C#N)C=C1)C=1N=CC=2C(N1)=CN(N2)C 4-[2-(4-aminopiperidin-1-yl)-5-(2-methylpyrazolo[4,3-d]pyrimidin-5-yl)pyrimidin-4-yl]benzonitrile